bis(octyl-2,2,6,6-tetramethyl-4-piperidyl) sebacate C(CCCCCCCCC(=O)OC1CC(N(C(C1)(C)C)CCCCCCCC)(C)C)(=O)OC1CC(N(C(C1)(C)C)CCCCCCCC)(C)C